1-(2-deoxy-2-fluoro-β-D-arabinofuranosyl)-5-iodocytosine F[C@@H]1[C@@H](O[C@@H]([C@H]1O)CO)N1C(=O)N=C(N)C(=C1)I